2-bromo-6-(difluoromethyl)-4-fluorobenzonitrile BrC1=C(C#N)C(=CC(=C1)F)C(F)F